1-ethoxy-1-(2'-phenylethoxy)ethane sulfur [S].C(C)OC(C)OCCC1=CC=CC=C1